C(C1=CC=CC=C1)OC1=C(C(=C(C=C1)Br)OCC1=CC=CC=C1)F 1,3-bis(benzyloxy)-4-bromo-2-fluorobenzene